COC(=O)C1=C(C=C(C=C1F)C1=CC=C(C=C1)OC)F 3,5-difluoro-4'-methoxy-[1,1'-biphenyl]-4-carboxylic acid methyl ester